C(#C)C1=CC=C(C(=O)C2=CC=C(C=C2)C2=NC=3C(=C4C(=NC3)NC=C4)N2C2CCC(CC2)CC#N)C=C1 2-((1r,4r)-4-(2-(4-(4-ethynylbenzoyl)phenyl)imidazo[4,5-d]Pyrrolo[2,3-b]Pyridin-1(6H)-yl)cyclohexyl)acetonitrile